C(C)OC(CN(C(CC)=O)CC1=CC=CC=C1)=O N-Benzyl-N-propionylglycine ethyl ester